(S)-1-(pyridin-3-ylmethyl)-3-(trifluoromethyl)-N-(1-(3-(2-(trifluoromethyl)pyridin-4-yl)-1,2,4-oxadiazol-5-yl)ethyl)-1H-pyrazole-5-carboxamide N1=CC(=CC=C1)CN1N=C(C=C1C(=O)N[C@@H](C)C1=NC(=NO1)C1=CC(=NC=C1)C(F)(F)F)C(F)(F)F